ClC1=C(C(=O)NC(C(=O)O)CCN(CCCCC2=NC=3NCCCC3C=C2)CC2(CC2)C#N)C=CC=C1F 2-[(2-chloro-3-fluoro-benzoyl)amino]-4-[(1-cyanocyclopropyl)methyl-[4-(5,6,7,8-tetrahydro-1,8-naphthyridin-2-yl)butyl]amino]butanoic acid